CC1=CC=C(C=C1)C(CC1N(CCCC1)C)C1=C(C=CC(=C1)C)O 2-[2-(4-methylphenyl)-2-(2-hydroxy-5-methylphenyl)-ethyl]-N-methylpiperidine